N1=C(C=CC=C1)C1=NC=CC=C1C1=NC=CC=C1 terpyridin